4-((2-(4-fluorophenyl)-4-formyl-1H-pyrrol-1-yl)sulfonyl)benzonitrile FC1=CC=C(C=C1)C=1N(C=C(C1)C=O)S(=O)(=O)C1=CC=C(C#N)C=C1